N-[(3S)-3-aminopyrrolidin-1-yl]sulfonyl-6-(2,3-difluorophenyl)-2-[(4S)-2,2,4-trimethylpyrrolidin-1-yl]pyridine-3-carboxamide N[C@@H]1CN(CC1)S(=O)(=O)NC(=O)C=1C(=NC(=CC1)C1=C(C(=CC=C1)F)F)N1C(C[C@@H](C1)C)(C)C